Naphthoquinone carbamate C(N)(O)=O.C1(C=CC(C2=CC=CC=C12)=O)=O